FC=1C(=NC=NC1)N1CCCCC1 5-fluoro-4-(piperidin-1-yl)pyrimidin